3-(propylsulfanylmethyl)azetidine C(CC)SCC1CNC1